3-(cyanomethyl)-2-methoxybenzoic acid C(#N)CC=1C(=C(C(=O)O)C=CC1)OC